C(#N)C1=C(C=CC=C1)N1CCC(CC1)NCC(=O)N 2-((1-(2-cyanophenyl)piperidin-4-yl)amino)acetamide